8-((3-hydroxyoxetane-3-yl)ethynyl)-1-oxo-2-phenyl-1,2-Dihydroisoquinoline OC1(COC1)C#CC=1C=CC=C2C=CN(C(C12)=O)C1=CC=CC=C1